5-ethynyl-1H-pyrazolo[3,4-b]pyridine C(#C)C=1C=C2C(=NC1)NN=C2